C(C1=CC=CC=C1)(=O)OC[C@@H]1O[C@@H]([C@H]([C@H]1OC(C1=CC=CC=C1)=O)O)N1C(N(C(C=C1)=O)COCC1=CC=CC=C1)=O ((2S,3R,4S,5S)-3-(benzoyloxy)-5-(3-((benzyloxy)methyl)-2,4-dioxo-3,4-dihydropyrimidin-1(2H)-yl)-4-hydroxytetrahydrofuran-2-yl)methyl benzoate